BrC=1C=CC(=C(C#N)C1)OCC1=CC=C(C=C1)OC 5-bromo-2-((4-methoxybenzyl)oxy)benzonitrile